FC=1C=C(C=CC1F)N1CC2(C3=NC=CC=C31)CCCC2 1'-(3,4-difluorophenyl)-1',2'-dihydrospiro[cyclopentane-1,3'-pyrrolo[3,2-b]pyridine]